C(#N)C[C@H](COC1=CC=C(C(=O)OCC2=CC=CC=C2)C=C1)O Benzyl (R)-4-(3-cyano-2-hydroxypropoxy)benzoate